acryloyl-oxypropyltriethoxysilan C(C=C)(=O)OCCC[Si](OCC)(OCC)OCC